NC1=NC=NC=C1C(C)=O 1-(4-Aminopyrimidin-5-yl)ethan-1-one